C(CC(O)(C(=O)O)CC(=O)O)(=O)O.CN1N=CC=C1C1CCN(CC1)C1CC2(C1)CN(CC2)C(=O)OC(C)(C)C tert-butyl cis-2-[4-(1-methyl-1H-pyrazol-5-yl)piperidin-1-yl]-6-azaspiro[3.4]octane-6-carboxylate citrate